C(C)C1=CC=C(C=C1)S(=O)(=O)NCCN1CCC(CC1)CN1N=NC(=C1)C1=C(NC2=CC=C(C=C12)F)C(=O)NCCC(C)C 3-(1-((1-(2-((4-ethylphenyl)sulfonamido)ethyl)piperidin-4-yl)methyl)-1H-1,2,3-triazol-4-yl)-5-fluoro-N-isopentyl-1H-indole-2-carboxamide